F[C@@H]1CN(CC[C@@H]1NC1=NN2C(C(=N1)OC)=C(C=C2)C=2C=CC1=C(N(N=N1)[C@@H](CF)C)C2)C(CO)=O 1-((3R,4S)-3-fluoro-4-((5-(1-((R)-1-fluoropropan-2-yl)-1H-benzo[d][1,2,3]triazol-6-yl)-4-methoxypyrrolo[2,1-f][1,2,4]triazin-2-yl)amino)piperidin-1-yl)-2-hydroxyethan-1-one